The molecule is a member of the class of 1,2-benzoxazoles carrying 2,4-dihydroxy-4-chlorophenyl and (2-morpholin-4-ylethyl)amino substituents at positions 3 and 5 respectively. It has a role as a Hsp90 inhibitor. It is a member of 1,2-benzoxazoles, a member of morpholines, a member of resorcinols, a member of monochlorobenzenes, a tertiary amino compound, a secondary amino compound and an aromatic amine. C1COCCN1CCNC2=CC3=C(C=C2)ON=C3C4=CC(=C(C=C4O)O)Cl